5-oxacyclopentane C1CCCO1